2,5,8,11,14,17-hexaoxanonadec-19-yl 4-methylbenzenesulfonate CC1=CC=C(C=C1)S(=O)(=O)OCCOCCOCCOCCOCCOCCOC